(n-hexyl) (2-ethylhexyl) isophthalate C(C1=CC(C(=O)OCC(CCCC)CC)=CC=C1)(=O)OCCCCCC